CNCC1=CN=CC=C1 N-methyl-N-(3-pyridylmethyl)amine